C=O.NC1=CC=CC=C1 aniline compound with formaldehyde